(2-(2-Benzyl-4-methylphenoxy)ethyl)-4-methylpiperazine bismaleic acid salt C(\C=C/C(=O)O)(=O)O.C(\C=C/C(=O)O)(=O)O.C(C1=CC=CC=C1)C1=C(OCCN2CCN(CC2)C)C=CC(=C1)C